FC1=C(C=CC=C1C)C=1N(C(=CC1C(=O)O)C1=C2C(=NC=C1)NC=C2)COCC[Si](C)(C)C 2-(2-fluoro-3-methylphenyl)-5-(1H-pyrrolo[2,3-b]pyridin-4-yl)-1-{[2-(trimethylsilyl)ethoxy]methyl}-1H-pyrrole-3-carboxylic acid